CC1=C(C=CC2=CC=C(C=C2)C=CC2=C(C=CC=C2)C)C=CC=C1 1,4-bis(2-methylstyryl)benzene